C(C)(C)(C)OC(=O)N1[C@@H](CC[C@@H]1[C@H](O)C1=CC(=CC=C1)F)CC1CCC(CC1)N(C(C)=O)CC1=CC=CC=C1 (2S,5R)-2-(((1s,4R)-4-(N-benzylacetamido)cyclohexyl)methyl)-5-((R)-(3-fluorophenyl)(hydroxy)methyl)pyrrolidine-1-carboxylic acid tert-butyl ester